1H-pyrrole-2(3H)-one N1C(CC=C1)=O